6-N-formyl-adenine C(=O)NC1=C2NC=NC2=NC=N1